C(N)(OC(COC1=CC(=NC=C1F)Cl)CC(C)(C)C)=O Tert-butyl-(1-((2-chloro-5-fluoropyridin-4-yl) oxy) propan-2-yl) carbamate